The molecule is the acetic acid salt of cetrorelix. A gonadotrophin-releasing hormone (GnRH) antagonist, it is used for treatment of infertility and of hormone-sensitive cancers of the prostate and breast. It has a role as a GnRH antagonist and an antineoplastic agent. It is an oligopeptide and an acetate salt. It contains a cetrorelix. C[C@H](C(=O)N)NC(=O)[C@@H]1CCCN1C(=O)[C@H](CCCN=C(N)N)NC(=O)[C@H](CC(C)C)NC(=O)[C@@H](CCCNC(=O)N)NC(=O)[C@H](CC2=CC=C(C=C2)O)NC(=O)[C@H](CO)NC(=O)[C@@H](CC3=CN=CC=C3)NC(=O)[C@@H](CC4=CC=C(C=C4)Cl)NC(=O)[C@@H](CC5=CC6=CC=CC=C6C=C5)NC(=O)C.CC(=O)O